ON(C1=C(C(=CC=C1)CC)C)O N,N-dihydroxyethyl-ortho-methylaniline